ClC1=C(C=C(OCC(=O)NC23CC(C2)(C3)C=3OC(=NN3)OC3=CC=C(C=C3)OC)C=C1)F 2-(4-chloro-3-fluorophenoxy)-N-{3-[5-(4-methoxyphenoxy)-1,3,4-oxadiazol-2-yl]bicyclo[1.1.1]pentan-1-yl}acetamide